O=C1N(CCC(N1)=O)C=1C=CC2=C(OC[C@H]3N2CCN(C3)CC(=O)[O-])C1 (S)-2-(8-(2,4-dioxotetrahydropyrimidin-1(2H)-yl)-1,2,4a,5-tetrahydrobenzo[b]pyrazino[1,2-d][1,4]oxazine-3(4H)-yl)acetate